C(#N)C=1C=CC=2C3=C(NC2C1)C(=C(C=N3)C(=O)NCCC(F)F)NC(C)C 7-cyano-N-(3,3-difluoropropyl)-4-(isopropylamino)-5H-pyrido[3,2-b]indole-3-carboxamide